3-methoxy-5-(5-(4-methylpiperazin-1-yl)-1H-benzo[d]imidazol-2-yl)benzene-1,2-diol COC1=C(C(=CC(=C1)C1=NC2=C(N1)C=CC(=C2)N2CCN(CC2)C)O)O